2-bromo-5-(pentafluoro-λ6-sulfanyl)benzoic acid BrC1=C(C(=O)O)C=C(C=C1)S(F)(F)(F)(F)F